3-(1-amino-2-methyl-1-oxopropan-2-yl)-N-(2-oxo-2-((4-(3-(pyridin-4-yl)phenyl)thiazol-2-yl)amino)ethyl)benzamide NC(C(C)(C)C=1C=C(C(=O)NCC(NC=2SC=C(N2)C2=CC(=CC=C2)C2=CC=NC=C2)=O)C=CC1)=O